2-(7-(propan-2-yl-2-d)dibenzo[b,d]thiophen-4-yl)-1-(3,9,9-trimethyl-9H-fluoren-2-yl)-1H-benzo[d]imidazole CC(C)([2H])C1=CC2=C(C3=C(S2)C(=CC=C3)C3=NC2=C(N3C3=CC=4C(C5=CC=CC=C5C4C=C3C)(C)C)C=CC=C2)C=C1